ClC1=C(C(=O)NC2=NN=NN2C)C=CC(=C1SC)C(F)(F)F 2-chloro-3-methylsulfanyl-N-(1-methyltetrazol-5-yl)-4-trifluoromethylbenzamide